C(C)(=O)OC1=C(C=C(C=C1)\C=C/1\C(NC2=C(S1)C=CC(=C2)S(=O)(=O)CC2=C(C=CC=C2F)F)=O)[N+](=O)[O-] (Z)-4-((6-((2,6-difluorobenzyl)sulfonyl)-3-oxo-3,4-dihydro-2H-benzo[b][1,4]thiazin-2-ylidene)methyl)-2-nitrophenyl acetate